C(#N)C[C@@H](C1=CC=C(C=C1)S(=O)(=O)CC)NC(C1=CC=C(C=C1)N1[C@@H](C[C@@H](C1)OC=1C=NC(=CC1)OC(F)F)COC(F)F)=O N-((S)-2-cyano-1-(4-(ethylsulfonyl)phenyl)ethyl)-4-((2S,4S)-2-((difluoromethoxy)methyl)-4-((6-(difluoromethoxy)pyridin-3-yl)oxy)pyrrolidin-1-yl)benzamide